C1(=CC=CC=C1)C1=C(C(=CC=C1)C1=CC=CC=C1)N1C2=CC=CC=C2C=2C=CC(=CC12)Cl 9-([1,1':3',1''-terphenyl]-2'-yl)-2-chloro-9H-carbazole